CC=1C=C(C(=C)C)C=CC1 meta-methyl-α-methylstyrene